ClC=1C=C2C(=CNC2=CC1)NC(=O)NC1CCC(CC1)OC1=NC=C(C=C1)C(F)(F)F 1-(5-chloro-1H-indol-3-yl)-3-((1s,4s)-4-((5-(trifluoromethyl)pyridin-2-yl)oxy)cyclohexyl)urea